1-(4-methoxybenzyl)-piperazine COC1=CC=C(CN2CCNCC2)C=C1